FC1=CC(=C(C=C1C=1CN(CC1)C1=NC=C(C=N1)C=O)NC(=O)C1=CNC(C=C1C(F)(F)F)=O)N1C[C@H](N([C@H](C1)C)C)C N-[4-fluoro-5-[1-(5-formylpyrimidin-2-yl)-2,5-dihydropyrrol-3-yl]-2-[(3R,5S)-3,4,5-trimethylpiperazin-1-yl]phenyl]-6-oxo-4-(trifluoromethyl)-1H-pyridine-3-carboxamide